6-bromo-1-methyl-spiro[indoline-3,4'-piperidine]-1'-carboxylic acid tert-butyl ester C(C)(C)(C)OC(=O)N1CCC2(CC1)CN(C1=CC(=CC=C12)Br)C